C1=C(C=CC2=CC=CC=C12)C=1C(=C(C=CC1NC1=CC=CC=C1)C1=CC=C(C=C1)NC1=CC=CC=C1)C1=CC2=CC=CC=C2C=C1 di(2-naphthyl)-N4,N4'-diphenyl-[1,1'-biphenyl]-4,4'-diamine